N[C@@H]1[C@@H](OCC12CCN(CC2)C=2NC(C1=C(N2)NN=C1C1(CC1)C=1OC=CN1)=O)C 6-((3S,4S)-4-amino-3-methyl-2-oxa-8-azaspiro[4.5]decan-8-yl)-3-(1-(oxazol-2-yl)cyclopropyl)-1,5-dihydro-4H-pyrazolo[3,4-d]pyrimidin-4-one